(2-amino-3-(3-((6-(but-3-yn-1-yloxy)pyridin-3-yl)methyl)isoxazol-5-yl)pyridin-1-ium-1-yl)methyl hydrogen phosphate P(=O)(OC[N+]1=C(C(=CC=C1)C1=CC(=NO1)CC=1C=NC(=CC1)OCCC#C)N)(O)[O-]